The molecule is an anthracycline that is aklavinone having a 2-deoxy-L-fucosyl-(1->4)-2-deoxy-L-fucosyl-(1->4)-L-rhodosaminyl moiety attached at position 4. It has a role as a metabolite. It is an aminoglycoside, an anthracycline, a trisaccharide derivative, a member of phenols, a polyketide, a methyl ester and a member of p-quinones. It derives from an aklavinone. It is a tautomer of a 2-deoxy-alpha-L-fucosylaclacinomycin S zwitterion. CC[C@]1(C[C@@H](C2=C(C3=C(C=C2[C@H]1C(=O)OC)C(=O)C4=C(C3=O)C(=CC=C4)O)O)O[C@H]5C[C@@H]([C@@H]([C@@H](O5)C)O[C@H]6C[C@@H]([C@@H]([C@@H](O6)C)O[C@H]7C[C@@H]([C@@H]([C@@H](O7)C)O)O)O)N(C)C)O